ClC=1C=C(C=CC1C#N)C1N(CCC(C1)OCC)C(=O)OCC1=CC=CC=C1 benzyl 2-(3-chloro-4-cyanophenyl)-4-ethoxypiperidine-1-carboxylate